FC(F)(F)C=1C=2C=3C=CC=CC3NC(NC2N=CC1)=O (trifluoromethyl)-6,8,10-triazatricyclo[9.4.0.02,7]pentadeca-1(11),2(7),3,5,12,14-hexaen-9-one